COC1=C(OCC2=CC=C(C(=O)N(C)C)C=C2)C=CC(=C1)CN1CC2=CC=C(C=C2C1)S(=O)(=O)C 4-((2-Methoxy-4-((5-(methylsulfonyl)isoindolin-2-yl)methyl)phenoxy)methyl)-N,N-dimethylbenzamide